6-{5-Chloro-2-[(oxan-4-yl)amino]pyrimidin-4-yl}-2-[2-oxo-2-(5,6,7,8-tetrahydro-1,7-naphthyridin-7-yl)ethyl]-2,3-dihydro-1H-isoindol-1-on ClC=1C(=NC(=NC1)NC1CCOCC1)C1=CC=C2CN(C(C2=C1)=O)CC(N1CCC=2C=CC=NC2C1)=O